3-((4-cyano-3-fluorophenoxy)methyl)-1-((2,4-dichlorophenyl)sulfonyl)azepine C(#N)C1=C(C=C(OCC2=CN(C=CC=C2)S(=O)(=O)C2=C(C=C(C=C2)Cl)Cl)C=C1)F